N1=CC=C(C=C1)N1N=CC2=CC(=CC=C12)C(=O)O 1-(pyridin-4-yl)indazole-5-carboxylic acid